methyl 1-(2-((4-fluorophenyl)amino)-5-methylpyridin-4-yl)-1H-imidazole-4-carboxylate FC1=CC=C(C=C1)NC1=NC=C(C(=C1)N1C=NC(=C1)C(=O)OC)C